5-(furan-2-yl)-N-[(1r,3s)-3-{[2-(trifluoromethyl)quinolin-4-yl]amino}cyclohexyl]-1,2-oxazole-3-carboxamide O1C(=CC=C1)C1=CC(=NO1)C(=O)N[C@H]1C[C@H](CCC1)NC1=CC(=NC2=CC=CC=C12)C(F)(F)F